tert-butyl (S)-(2-((4-((2-(4-chlorobenzyl)pyrimidin-4-yl)oxy)piperidin-1-yl)methyl)-1-(oxetan-2-ylmethyl)-1H-benzo[d]imidazol-5-yl)carbamate ClC1=CC=C(CC2=NC=CC(=N2)OC2CCN(CC2)CC2=NC3=C(N2C[C@H]2OCC2)C=CC(=C3)NC(OC(C)(C)C)=O)C=C1